NCCOC1=C2CCN(CC2=C(C=C1)C(NC=1SC2=C(N1)C=CC=C2)=O)C2=CC=C(C(=N2)C(=O)OCC)C=2C=NN(C2C)CC2CCCCC2 Ethyl 6-(5-(2-aminoethoxy)-8-(benzo[d]thiazol-2-ylcarbamoyl)-3,4-dihydroisoquinolin-2(1H)-yl)-3-(1-(cyclohexylmethyl)-5-methyl-1H-pyrazol-4-yl)picolinate